2-[3-[[1-(2-fluoroethyl)-4-[[4-(trifluoromethyl)phenyl]methyl]pyrrolo[2,3-b]pyridine-3-carbonyl]amino]-1-bicyclo[1.1.1]pentyl]acetic acid FCCN1C=C(C=2C1=NC=CC2CC2=CC=C(C=C2)C(F)(F)F)C(=O)NC21CC(C2)(C1)CC(=O)O